methyl (2S,4S)-1-((4-(4-fluorophenoxy)benzoyl)glycyl)-4-methylpyrrolidine-2-carboxylate FC1=CC=C(OC2=CC=C(C(=O)NCC(=O)N3[C@@H](C[C@@H](C3)C)C(=O)OC)C=C2)C=C1